C1(CC1)N1C(=NC=2C1=NC(=CC2)C#N)C=2C(=NC=NC2)C(F)(F)F 3-cyclopropyl-2-(4-(trifluoromethyl)pyrimidin-5-yl)-3H-imidazo[4,5-b]pyridine-5-carbonitrile